di(n-propyl salicylate) carbonate C(O)(O)=O.C(CC)OC=1C(C(=O)O)=CC=CC1.C(CC)OC=1C(C(=O)O)=CC=CC1